(2-methylallyl)magnesium chloride CC(C[Mg]Cl)=C